octyl (octyl phosphonate) C(CCCCCCC)P(OCCCCCCCC)([O-])=O